N-(3,3-difluoropiperidin-4-yl)-5-((2-hydroxypyridin-3-yl)methoxy)-2-methylbenzofuran FC1(CNCCC1N1C(C(=CC=C1)COC=1C=CC2=C(C=C(O2)C)C1)O)F